ClC1=CC=C(C=C1)[C@H]1C[C@@H](CO1)C1=NOC(=N1)CN1C=NC=2NC(N(C2C1=O)C)=O 1-((3-((3R,5R)-5-(4-Chlorophenyl)-Tetrahydrofuran-3-Yl)-1,2,4-OxadiazolYl)Methyl)-7-Methyl-1H-Purine-6,8(7H,9H)-Dione